N[C@@H](CC(N)=O)C(=O)N[C@@H](CC1=CC=CC=C1)C(=O)O L-asparaginyl-L-phenylalanine